2-[1-(tert-butoxycarbonyl)-3-[(5-chloro-2-cyclopropylpyrimidin-4-yl)amino]indazol-6-yl]-5'-methoxy-2'-oxospiro[cyclopropane-1,3'-indole]-1'-carboxylate C(C)(C)(C)OC(=O)N1N=C(C2=CC=C(C=C12)C1CC12C(N(C1=CC=C(C=C21)OC)C(=O)[O-])=O)NC2=NC(=NC=C2Cl)C2CC2